C(C)(C)(C)N1N=C(C(=C1N)C)C1CC(C1)(F)F 1-(tert-butyl)-3-(3,3-difluorocyclobutyl)-4-methyl-1H-pyrazol-5-amine